C1(=CC=C(C=C1)CN1C=CC2=CC(=CC(=C12)C(=O)NCC1=CC=C(C(=O)O)C=C1)C1=CC=C(C=C1)F)C1=CC=CC=C1 4-((1-([1,1'-biphenyl]-4-ylmethyl)-5-(4-fluorophenyl)-1H-indole-7-carboxamido)methyl)benzoic acid